ClC1=C(N(C(C2=C(C=CC=C12)NC(C)=O)=O)C1=CC=CC=C1)[C@H](C)NC=1C2=C(N=CN1)NC=CC2=O (S)-N-(4-chloro-1-oxo-3-(1-((5-oxo-5,8-dihydropyrido[2,3-d]pyrimidin-4-yl)amino)ethyl)-2-phenyl-1,2-dihydroisoquinolin-8-yl)acetamide